4-(5-((1-(cyclopropanecarbonyl)-4-hydroxypiperidin-4-yl)methyl)-4-oxo-4,5-dihydropyrazolo[3,4-d]pyrimidin-1-yl)benzoic acid C1(CC1)C(=O)N1CCC(CC1)(O)CN1C=NC2=C(C1=O)C=NN2C2=CC=C(C(=O)O)C=C2